N-(methylphenyl)maleimide CC1=C(C=CC=C1)N1C(C=CC1=O)=O